2-{2,6-dioxopiperidin-3-yl}isoindoline-1,3-dione O=C1NC(CCC1N1C(C2=CC=CC=C2C1=O)=O)=O